sodium sulfonaphthalene-2,7-dicarboxylic acid S(=O)(=O)(O)C1=C(C=CC2=CC=C(C=C12)C(=O)O)C(=O)O.[Na]